FC=1C(=NC(=NC1)NC1=CC=C(C=N1)N1CCN(CC1)CCO)C1=C(N=C(S1)NC)C 2-(4-(6-((5-fluoro-4-(4-methyl-2-(methylamino)thiazol-5-yl)pyrimidin-2-yl)amino)pyridin-3-yl)piperazin-1-yl)ethan-1-ol